CC(C)C(=O)C1=CC=C(C=C1)N(C)C [4-(N,N-dimethylamino)phenyl] methyl-ethyl ketone